{2-[(2R)-2-(2-ethoxy-2-oxoethoxy)-2-phenylethyl]-2H-indazol-4-yl}boronic acid C(C)OC(CO[C@@H](CN1N=C2C=CC=C(C2=C1)B(O)O)C1=CC=CC=C1)=O